C(CCCC\C=C/C\C=C/C\C=C/CCCCC)(=O)C(O)CN gamma-linolenoylethanolamine